[[4-[3-[(2,5-dioxo-1-pyrrolidinyl)oxy]-3-oxopropyl]phenoxy]carbonyl]-10-methyl-acridinium O=C1N(C(CC1)=O)OC(CCC1=CC=C(OC(=O)C2=CC=CC3=[N+](C4=CC=CC=C4C=C23)C)C=C1)=O